COCCNC(=O)C1=CC=NN1CCCOC N-(2-methoxyethyl)-1-(3-methoxypropyl)-1H-pyrazole-5-carboxamide